6-(6-aminopyridin-3-yl)indolin-2-one NC1=CC=C(C=N1)C1=CC=C2CC(NC2=C1)=O